N=1C=CN2C1N=CC(=C2)C(=O)[O-] imidazo[1,2-a]pyrimidine-6-carboxylate